N'-(p-tolyl)2-phenylthiazole-4-hydrazide C1(=CC=C(C=C1)NNC(=O)C=1N=C(SC1)C1=CC=CC=C1)C